NC1=NC(=C(C=2N1C(N(N2)C=C2OCCC2)=O)C2=CC(=NC(=C2)C)CO)C2=CC=CC=C2 5-amino-8-[2-(hydroxymethyl)-6-methyl-4-pyridinyl]-7-phenyl-2-[[(2S)-tetrahydrofuranyl-2-yl]methyl]-[1,2,4]triazolo[4,3-c]pyrimidin-3-one